1-fluoro-4-(hydroxymethyl)cyclohexane-1-carboxylic acid tert-butyl ester C(C)(C)(C)OC(=O)C1(CCC(CC1)CO)F